Ethyl (5-(2-fluoro-5-((4-oxo-7-(trifluoromethoxy)-3,4-dihydrophthalazin-1-yl)methyl)phenyl)-1H-benzoimidazol-2-yl)carbamate FC1=C(C=C(C=C1)CC1=NNC(C2=CC=C(C=C12)OC(F)(F)F)=O)C1=CC2=C(NC(=N2)NC(OCC)=O)C=C1